CN(C)CC(C)(C)C1=C(C(=CC(=C1)C(CN(C)C)(C)C)C(CN(C)C)(C)C)O 2,4,6-tri(dimethylaminotertiary butyl)phenol